4-((R)-1-(3-(difluoromethyl)-2-fluorophenyl)ethylamino)-7-((S)-3-fluoropyrrolidin-1-yl)-N,N,2-trimethylpyrido[2,3-d]pyrimidine-6-carboxamide FC(C=1C(=C(C=CC1)[C@@H](C)NC=1C2=C(N=C(N1)C)N=C(C(=C2)C(=O)N(C)C)N2C[C@H](CC2)F)F)F